1,3-diacetoxy-2-(acetoxymethoxy)propane C(C)(=O)OCC(COC(C)=O)OCOC(C)=O